C(C)N[SiH](C)C ethylaminodimethyl-silane